C(C)(C)C(C#C)O isopropylpropargyl alcohol